[N+](=[N-])=C(C(C)=O)O 1-Diazo-2-oxo-propanol